COC(=O)C=1NC=CC1C 3-methylpyrrole-2-carboxylic acid methyl ester